CC=CC(=O)OCCC[Si](OC)(OC)OC 3-methylacryloxypropyl-trimethoxysilane